8-bromo-2-(1-methyl-1H-pyrazol-4-yl)[1,2,4]triazolo[1,5-c]quinazolin BrC=1C=CC=2C=3N(C=NC2C1)N=C(N3)C=3C=NN(C3)C